(S)-4-(3-(2-Chloro-4-(trifluoromethyl)phenethyl)-3-(dimethylamino)piperidin-1-yl)-2,6-difluoro-N-(pyrimidin-4-yl)benzenesulfonamide ClC1=C(CC[C@]2(CN(CCC2)C2=CC(=C(C(=C2)F)S(=O)(=O)NC2=NC=NC=C2)F)N(C)C)C=CC(=C1)C(F)(F)F